(±)-Trans-8-(4-((5-isopropoxypyridin-2-yl)oxy)-3-methoxypiperidin-1-yl)-5-methyl-6-oxo-5,6-dihydro-1,5-naphthyridine-2-carbonitrile C(C)(C)OC=1C=CC(=NC1)O[C@H]1[C@@H](CN(CC1)C1=CC(N(C=2C=CC(=NC12)C#N)C)=O)OC |r|